S1N=C(C=C1)C([O-])=S isothiazolethioate